1-((3s,5r)-1-propenoyl-5-(methoxymethyl)pyrrolidin-3-yl)-3-((1-cyclopropyl-2-methyl-1H-benzo[d]imidazol-5-yl)ethynyl)-5-(methylamino)-1H-pyrazole-4-carboxamide C(C=C)(=O)N1C[C@H](C[C@@H]1COC)N1N=C(C(=C1NC)C(=O)N)C#CC1=CC2=C(N(C(=N2)C)C2CC2)C=C1